FC1(CCC(CC1)[C@@H](C(NC1=NC=CC(=C1)C[C@@H]1C(N[C@@H](C1)C(F)(F)F)=O)=O)NC(=O)C1=NON=C1C)F N-((S)-1-(4,4-difluorocyclohexyl)-2-oxo-2-((4-(((3S,5S)-2-oxo-5-(trifluoromethyl)pyrrolidin-3-yl)methyl)pyridin-2-yl)amino)ethyl)-4-methyl-1,2,5-oxadiazole-3-carboxamide